ethyl (3R)-3-(3,7-dimethyl-3H-[1,2,3]triazolo[4,5-b]pyridin-6-yl)-3-(7-{[(6S)-6-ethyl-2-Hydroxy-5,6,7,9-tetrahydro-8H-pyrido[2,3-c]azepin-8-yl]methyl}-1-benzothiophen-5-yl)propanoate CN1N=NC=2C1=NC=C(C2C)[C@H](CC(=O)OCC)C=2C=C(C1=C(C=CS1)C2)CN2CC1=C(C[C@@H](C2)CC)C=CC(=N1)O